CC1=CC=CC(=N1)C1=C(N=CN1)C=1C=C2C=C(C=NC2=CC1)C1=NC=CC(=N1)C(=O)OC1CNC1 azetidin-3-yl 2-[6-[5-(6-methyl-2-pyridyl)-1H-imidazol-4-yl]-3-quinolyl]pyrimidine-4-carboxylate